[1S]-4-methyl-1-propan-2-ylcyclohex-3-en-1-ol CC1=CC[C@](CC1)(O)C(C)C